CSCCCCCC#[N+][O-] The molecule is a nitrile oxide that is pentane in which two of the terminal methyl hydrogens at positions 1 and 5 have been replaced by oxidonitrile and methylsulfanyl groups. It has a role as an Arabidopsis thaliana metabolite. It is a nitrile oxide and a methyl sulfide. It derives from a hydride of a pentane.